gadolinium (III) 10-(2,3-dihydroxy-1-hydroxymethyl propyl)-1,4,7,10-tetraazacyclododecane-1,4,7-triacetate OC(C(CO)N1CCN(CCN(CCN(CC1)CC(=O)[O-])CC(=O)[O-])CC(=O)[O-])CO.[Gd+3]